6,7-dihydro-4H-pyrazolo[4,3-c]pyridine-5-carboxylate N1N=CC=2CN(CCC21)C(=O)[O-]